C(C)(=O)N1CC2=CC=C(C=C2C1)C#CC1=CC=C(C=C1)CC(C(=O)NCC(F)F)C=1N=CNC(C1O)=O 3-(4-((2-acetylisoindolin-5-yl)ethynyl)phenyl)-N-(2,2-difluoroethyl)-2-(5-hydroxy-6-oxo-1,6-dihydropyrimidin-4-yl)propanamide